(RS)-(4-Pyrrolidin-3-yl-phenyl)-carbamic acid 3-(4-chloro-phenyl)-propylester ClC1=CC=C(C=C1)CCCOC(NC1=CC=C(C=C1)[C@@H]1CNCC1)=O |r|